N1(CCC1)C(=O)C1=CC(=C(C=C1)C1=NC=CC2=C1CN(C2=O)C2=CC=C(C=C2)OC(F)F)OC(F)F 4-[4-(azetidine-1-carbonyl)-2-(difluoromethoxy)phenyl]-2-[4-(difluoromethoxy)phenyl]-2,3-dihydro-1H-pyrrolo[3,4-c]pyridin-1-one